[18F]CCCCCCCC\C=C/CCCCSCCC(=O)O 3-{[(5Z)-14-[18F]fluorotetradec-5-en-1-yl]sulfanyl}propanoic acid